3-(2-methyl-4-(trifluoromethoxy)phenoxy)-N-(3-(methylsulfonyl)phenyl)-6-(trifluoromethyl)pyridazine-4-carboxamide CC1=C(OC=2N=NC(=CC2C(=O)NC2=CC(=CC=C2)S(=O)(=O)C)C(F)(F)F)C=CC(=C1)OC(F)(F)F